C(#N)C1=CC(=C(C(=N1)N1CC(CC1)(F)F)NC(=O)C=1C=NC(=NC1)C(C)C)C1=C(C=CC=C1)F N-[6-cyano-2-(3,3-difluoropyrrolidin-1-yl)-4-(2-fluorophenyl)-3-pyridyl]-2-isopropyl-pyrimidine-5-carboxamide